2-[4-(trifluoromethoxy)phenyl]-1,2,4-triazol-3-amine FC(OC1=CC=C(C=C1)N1N=CN=C1N)(F)F